(R)-6-(2-amino-3-phenylpropoxy)imidazo[1,2-a]pyridine-5-carboxylic acid methyl ester dihydrochloride Cl.Cl.COC(=O)C1=C(C=CC=2N1C=CN2)OC[C@@H](CC2=CC=CC=C2)N